ClC=1C=C(C=CC1Cl)CS(=O)(=O)NC1=C(N=CS1)C(=O)O 5-{[(3,4-dichlorophenyl)methyl]sulfonylamino}-1,3-thiazole-4-carboxylic acid